N1=C(C=CC=C1)[C@@H](C)N (R)-1-(pyrid-2-yl)ethane-1-amine